4-((1R,3s,5S,6r)-6-(3-(5-(difluoromethoxy)pyridin-3-yl)-1-isopropyl-1H-1,2,4-triazol-5-yl)bicyclo[3.1.0]hexan-3-yl)-1,4-oxaazepane FC(OC=1C=C(C=NC1)C1=NN(C(=N1)C1[C@H]2CC(C[C@@H]12)N1CCOCCC1)C(C)C)F